C#CCCCCC n-heptyne